F[Al-](F)(F)F.[Cs+] cesium tetrafluoro aluminate